C(C)S(=O)(=O)NC1=C(C=C(C=C1)C1=NNC(=C1C(=O)N)NC1=CC(=NC=C1)OC)OCC1=CC=C(C=C1)F 3-(4-(ethylsulfonamido)-3-((4-fluorobenzyl)oxy)phenyl)-5-((2-methoxypyridin-4-yl)amino)-1H-pyrazole-4-carboxamide